(S)-5-((1-((7-ethyl-6-oxo-5,6-dihydro-1,5-naphthyridin-3-yl)methyl)pyrrolidin-3-yl)amino)-N-methylpyridineamide C(C)C=1C(NC=2C=C(C=NC2C1)CN1C[C@H](CC1)NC=1C=CC(=NC1)C(=O)NC)=O